C(CCCCC(=O)OCC(COC(CCCCC(=O)OCC\C=C/CCCCC)=O)(CO)COC(=O)C1CC2(C(C2)(F)F)C1)(=O)OCC\C=C/CCCCC O6-[2-[(2,2-difluorospiro[2.3]hexane-5-carbonyl)oxymethyl]-2-(hydroxymethyl)-3-[6-[(Z)-non-3-enoxy]-6-oxo-hexanoyl]oxy-propyl] O1-[(Z)-non-3-enyl] hexanedioate